CN(C(CC)=O)C(C)C N-methyl-N-isopropylpropanamide